C(C)OC(=O)C=1C(C=C2N(C(CC3=CC(=C(C=C23)OC)C2=CN=C(S2)N2CCOCC2)C(C)(C)C)C1)=O 6-tert-butyl-10-methoxy-9-(2-morpholinothiazol-5-yl)-2-oxo-6,7-dihydro-2H-pyrido[2,1-a]isoquinoline-3-carboxylic acid ethyl ester